NCCOC1=C(C2=C(C(=N1)C)CC(C2)CNCCC2CN(C(O2)=O)C=2C=CC=1OCC(NC1N2)=O)C 6-[5-[2-[[3-(2-Aminoethoxy)-1,4-dimethyl-6,7-dihydro-5H-cyclopenta[c]pyridin-6-yl]methylamino]ethyl]-2-oxo-1,3-oxazolidin-3-yl]-4H-pyrido[3,2-b][1,4]oxazin-3-one